FC1(CC(C2=CC(=CC=C12)C(=O)OC)O)F methyl 1,1-difluoro-3-hydroxy-2,3-dihydro-1H-indene-5-carboxylate